ClC1=NC=C(C(=N1)NCCC1=CC(=CC=C1)C)C(=O)N 2-chloro-4-((3-methylphenylethyl)amino)pyrimidin-5-carboxamide